C1CC12CCN(CC2)C=2C=C(C=CC2N2N=NC(=C2)C2=NC(=NC(=C2)C)N2CCC(CC2)(F)F)NS(=O)(=O)[C@@H](CO)C (2R)-N-(3-{6-azaspiro[2.5]octan-6-yl}-4-{4-[2-(4,4-difluoropiperidin-1-yl)-6-methyl-pyrimidin-4-yl]-1H-1,2,3-triazol-1-yl}phenyl)-1-hydroxypropane-2-sulfonamide